C(C)(C)(C)C1=CC=C(C=C1)C(CN1C(C2=CC=CC=C2C1=O)=O)=O 2-(2-(4-(tert-butyl)phenyl)-2-oxoethyl)isoindoline-1,3-dione